6-chloro-1,2,3,4-tetrahydro-2,7-naphthyridine hydrochloride Cl.ClC=1C=C2CCNCC2=CN1